N1N=CC2=CC=C(C=C12)CN(C1=CC(=NC=C1)CN1CC(NCC1)=O)CC1=CC(=CC=C1)OC 4-((4-(((1H-indazol-6-yl)methyl)(3-methoxybenzyl)amino)pyridin-2-yl)methyl)piperazin-2-one